N-[2-(5-methoxy-1H-indol-3-yl)ethyl]-2-[1-[(4-methylphenyl)methyl]-5-oxopyrrolidin-2-yl]acetamide COC=1C=C2C(=CNC2=CC1)CCNC(CC1N(C(CC1)=O)CC1=CC=C(C=C1)C)=O